SCCC(=O)OCCOCCOCCOCCOCCOC=C 3,6,9,12,15-pentaoxaheptadec-16-enyl 3-mercaptopropanoate